C[C@@]12CC[C@@H]3[C@]4(C=CC(=O)C([C@@H]4C[C@H]([C@]3(C1=CC(=O)O[C@]2(C5=COC=C5)O)C)O)(C)C)C The molecule is a limonoid found in Azadirachta indica. It has a role as a metabolite and a plant metabolite. It is a delta-lactone, a cyclic terpene ketone, an enone, a member of furans, a limonoid, a tertiary alcohol, a tetracyclic triterpenoid and a secondary alcohol.